1-(4,6-dichloropyridin-3-yl)propan-1-one-3,3,3-d3 ClC1=C(C=NC(=C1)Cl)C(CC([2H])([2H])[2H])=O